(R)-1-(7,8-dihydro-5H-[1,3]dioxolo[4,5-g]isochromen-5-yl)-N-methylmethanamine O1COC=2C1=CC=1CCO[C@H](C1C2)CNC